NC1=C(C=C(C=N1)NC(C(=O)N1C(CCC(C1)C)C1=CC(=C(C=C1)O)C)=O)C N-(6-amino-5-methyl-3-pyridyl)-2-[2-(4-hydroxy-3-methyl-phenyl)-5-methyl-1-piperidyl]-2-oxo-acetamide